N1C=NC=C1.N[C@@H]([C@H](O)C)C(=O)O threonine imidazole salt